(1R,3s,5S)-3-(morpholinomethyl)-8-azabicyclo[3.2.1]octan-3-ol hydrochloride Cl.O1CCN(CC1)CC1(C[C@H]2CC[C@@H](C1)N2)O